NC[C@H](CC(=O)O)C[C@H](C)OC1=CC(=CC=C1)[N+](=O)[O-] (3s,5s)-3-aminomethyl-5-(3-nitro-phenoxy)-hexanoic acid